C(=C)C1=NC(=NC(=N1)NN)N 6-vinyl-amino-1,3,5-triazine-2,4-diamine